NC1=CC=C(C=C1)NC(=O)CCC[Si](O[Si](CCCC(NC1=CC=C(C=C1)N)=O)(C)C)(C)C 1,3-bis[3-(p-aminophenylcarbamoyl)propyl]tetramethyldisiloxane